C[C@H]1COCCN1C=CC (S)-1-((S)-3-methylmorpholino)propaneN